ClCC1=CC=C(C=C1)C(C)Br p-chloromethyl-bromophenylethane